N-(4-(5-(4-propenoylpiperazin-1-yl)pyrimidin-4-yl)-2-methylbenzyl)-2-(tert-butyl)-2H-tetrazole-5-carboxamide C(C=C)(=O)N1CCN(CC1)C=1C(=NC=NC1)C1=CC(=C(CNC(=O)C=2N=NN(N2)C(C)(C)C)C=C1)C